OC=1C=CC(=NC1)N1CCN(CC1)C(CCC1=CC=CC=C1)=O 1-[4-(5-Hydroxypyridin-2-yl)-piperazin-1-yl]-3-phenyl-propan-1-one